(2-bromo-5-chlorophenyl)-(3,3-difluoroazetidin-1-yl)methanone BrC1=C(C=C(C=C1)Cl)C(=O)N1CC(C1)(F)F